C(C)OC1(C(N(C2=C1C=C1C(=NN=C(C1=C2)C)N[C@H](C)C2=C(C(=CC=C2)C(C(C)(C)O)(F)F)F)C)=O)C 3-ethoxy-1,3,8-trimethyl-5-[[(1R)-1-[3-(1,1-difluoro-2-hydroxy-2-methyl-propyl)-2-fluoro-phenyl]ethyl]amino]pyrrolo[3,2-g]phthalazin-2-one